3-(5-(3-cyano-6-(1-methyl-1H-pyrazol-4-yl)pyrazolo[1,5-a]pyridin-4-yl)pyridin-2-yl)-3,6-diazabicyclo[3.1.1]heptane-6-carboxylic acid tert-butyl ester C(C)(C)(C)OC(=O)N1C2CN(CC1C2)C2=NC=C(C=C2)C=2C=1N(C=C(C2)C=2C=NN(C2)C)N=CC1C#N